ethyl 6-(4-chlorophenyl)-3-oxo-2,3,4,5-tetrahydropyridazine-4-carboxylate ClC1=CC=C(C=C1)C=1CC(C(NN1)=O)C(=O)OCC